(E)-3-(3,4-dihydroxy-5-nitrophenyl)-2-(pyrimidin-2-yl)acrylonitrile OC=1C=C(C=C(C1O)[N+](=O)[O-])/C=C(\C#N)/C1=NC=CC=N1